SN1CNCNC1 mercaptohexahydro-s-triazine